OC1=C(C=CC=C1)C1=NN(C(=N1)C1=C(C=CC=C1)O)C1=C(C(=O)C2=CC=CC=C2)C=CC=C1 (3,5-bis(2-hydroxyphenyl)-1H-1,2,4-triazole-1-yl)benzophenone